cyclohexene-1-ylboric acid C1(=CCCCC1)OB(O)O